N1C=NC2=C1C=CC(=C2)C2N(CC(CC2)C)C(C(=O)NC=2C=C(C=NC2)C(=O)N)=O 5-[[2-[2-(1H-benzimidazol-5-yl)-5-methyl-1-piperidyl]-2-oxo-acetyl]amino]pyridine-3-carboxamide